4,10,15,20-tetra(4-carboxyphenyl)porphyrin C(=O)(O)C1=CC=C(C=C1)C12CC=C(N1)C(=C1C=CC(C(=C3C=CC(=C(C=4C=CC(=C2)N4)C4=CC=C(C=C4)C(=O)O)N3)C3=CC=C(C=C3)C(=O)O)=N1)C1=CC=C(C=C1)C(=O)O